C(C1=CC=CC=C1)OC(=O)NCCCC[C@@H](N)C(=O)O Nε-benzyloxycarbonyl-D-lysine